C(C)(C)(C)OC(=O)N[C@H](C(=O)N(C)C1(CC2=CC=CC=C2C1)C(=O)OC)CC(C)C methyl (S)-2-(2-((tert-butoxycarbonyl)amino)-N,4-dimethylpentanamido)-2,3-dihydro-1H-indene-2-carboxylate